CC1=NC2=C(N1C1CCOCC1)C=CC(=C2N2C[C@H](CC2)NC(OC(C)(C)C)=O)[N+](=O)[O-] tert-butyl (S)-(1-(2-methyl-5-nitro-1-(tetrahydro-2H-pyran-4-yl)-1H-benzo[d]imidazol-4-yl)pyrrolidin-3-yl)carbamate